(1S,3S,4S)-5-oxo-2-azabicyclo[2.2.2]octane-2,3-dicarboxylic acid 3-benzyl ester 2-tert-butyl ester C(C)(C)(C)OC(=O)N1[C@@H]2CC([C@H]([C@H]1C(=O)OCC1=CC=CC=C1)CC2)=O